(S)-2-(3-((1-(4-Methoxybenzoyl)-2-methyl-5-(trifluoromethoxy)-1H-indol-3-yl)methyl)phenoxy)propanoic acid COC1=CC=C(C(=O)N2C(=C(C3=CC(=CC=C23)OC(F)(F)F)CC=2C=C(O[C@H](C(=O)O)C)C=CC2)C)C=C1